C(C)(C)(C)N1N=CC(=C1)C1=CC(=NC=C1)N(C(=O)C1CCC(CC1)N1[C@@H](CC1)CO)CC12CCC(CC1)(CC2)C2=CC(=C(C=C2)OC)C (S)-4-((4-(1-(tert-Butyl)-1H-pyrazol-4-yl)pyridin-2-yl)((4-(4-methoxy-3-methylphenyl)bicyclo[2.2.2]octan-1-yl)methyl)carbamoyl)cyclohexyl-2-(hydroxymethyl)azetidine